4-[1-(pyridin-3-ylmethyl)-1H-pyrazol-4-yl]-1H-pyrrolo[2,3-b]pyridine N1=CC(=CC=C1)CN1N=CC(=C1)C1=C2C(=NC=C1)NC=C2